6-methyl-4-(2-methyl-1H-imidazo[4,5-b]pyridin-6-yl)-1,6-dihydro-7H-pyrrolo[2,3-c]pyridin-7-one CN1C(C2=C(C(=C1)C=1C=C3C(=NC1)N=C(N3)C)C=CN2)=O